tert-butyl (3,4-bis(benzyloxy) phenyl)-2-dibenzylamino-3-oxopropanoate C(C1=CC=CC=C1)OC=1C=C(C=CC1OCC1=CC=CC=C1)C(C(=O)OC(C)(C)C)(C=O)N(CC1=CC=CC=C1)CC1=CC=CC=C1